OP(=O)(CCC(=O)O)C 3-(hydroxy(methyl)phosphinyl)-propionic acid